C(CCCCCCCC)C1=C(C=CC=C1CCCCCCCCC)O 2,3-di-n-nonylphenol